N-methyl-cyclopropylamine CNC1CC1